NC1=C(C=C(C=C1)[C@@H]([C@H](C(=O)N1CCC(CC1)=C(F)F)NC(C(F)(F)F)=O)C)F N-((2R,3S)-3-(4-amino-3-fluorophenyl)-1-(4-(difluoromethylene)piperidin-1-yl)-1-oxobutan-2-yl)-2,2,2-trifluoroacetamide